S1C=NC2=C1C=C(C=C2)\C=C\2/N=C(NC2=O)N[C@@H]2C[C@H](CCCC2)O |r| (+-)-(4Z)-4-(1,3-benzothiazol-6-ylmethylene)-2-[[trans-3-hydroxycycloheptyl]amino]-1H-imidazol-5-one